4-amino-3-chloro-2,6-difluorophenol NC1=C(C(=C(C(=C1)F)O)F)Cl